6-methoxy-3-(4-methoxyphenyl)-13,13-dimethyl-3-phenyl-10,12-bis(trifluoromethyl)-3,13-dihydrobenzo[H]Indeno[2,1-f]Chromen-7-yl trifluoromethanesulfonate FC(S(=O)(=O)OC=1C(=CC=2C(=C3C(=C4C=CC(OC24)(C2=CC=CC=C2)C2=CC=C(C=C2)OC)C(C=2C(=CC(=CC23)C(F)(F)F)C(F)(F)F)(C)C)C1)OC)(F)F